tert-butyl 2,2-difluoro-8-azaspiro[4.5]decane-8-carboxylate FC1(CC2(CC1)CCN(CC2)C(=O)OC(C)(C)C)F